tert-Butyl 4-(5-((6-(3,5-dichlorophenyl)-4-((4-(2-ethoxy-2-oxoethyl)piperidin-1-yl)methyl)pyridin-2-yl)oxy)pyrazin-2-yl)piperazine-1-carboxylate ClC=1C=C(C=C(C1)Cl)C1=CC(=CC(=N1)OC=1N=CC(=NC1)N1CCN(CC1)C(=O)OC(C)(C)C)CN1CCC(CC1)CC(=O)OCC